2-methyl-6-methyleneoct-7-en-2-yl acetate C(C)(=O)OC(C)(CCCC(C=C)=C)C